N-methyl-methoxyamine hydrochloride Cl.CNOC